C(C)OC(=O)C=1C=NN(C1C(F)(F)F)C(C)C 1-isopropyl-5-(Trifluoromethyl)pyrazole-4-carboxylic acid ethyl ester